4-(3-((2-((2-(2-hydroxypropan-2-yl)-4-(4-methylpiperazin-1-yl)phenyl)amino)-5-(trifluoromethyl)pyrimidin-4-yl)amino)propyl)-1,4-oxazepan-5-one OC(C)(C)C1=C(C=CC(=C1)N1CCN(CC1)C)NC1=NC=C(C(=N1)NCCCN1CCOCCC1=O)C(F)(F)F